methyl 1,4,5-trimethyl-1H-imidazole-2-carboxylate CN1C(=NC(=C1C)C)C(=O)OC